imidazolide diphosphate [O-]P([O-])(=O)OP(=O)([O-])[O-].[N-]1C=NC=C1